1-(4-acetylpyridin-2-yl)-N-(6-methoxy-1-methyl-1H-indazol-7-yl)-1H-pyrazole-4-sulfonamide C(C)(=O)C1=CC(=NC=C1)N1N=CC(=C1)S(=O)(=O)NC=1C(=CC=C2C=NN(C12)C)OC